NCC(=O)NC[C@@H](C(=O)OC)NC(C1=C(C=CC=C1C)Cl)=O (S)-methyl 3-(2-aminoacetamido)-2-(2-chloro-6-methylbenzamido)propanoate